(R)-N-(1-(4-chlorophenyl)-2-(piperazin-1-yl)ethyl)benzenesulfonamide ClC1=CC=C(C=C1)[C@H](CN1CCNCC1)NS(=O)(=O)C1=CC=CC=C1